(4-(7-amino-5-((2-methoxyethoxy)methyl)-1H-indol-2-yl)phenyl)dimethylphosphine oxide NC=1C=C(C=C2C=C(NC12)C1=CC=C(C=C1)P(C)(C)=O)COCCOC